2-(pyridin-3-yloxy)acetic acid hydrochloride Cl.N1=CC(=CC=C1)OCC(=O)O